2-(3-((1s,3S)-3-methoxy-1-(4-methyl-4H-1,2,4-triazol-3-yl)cyclobutyl)phenyl)-6-((R)-1-((1-methylcyclobutyl)amino)ethyl)-4-(trifluoromethyl)isoindolin-1-one COC1CC(C1)(C1=NN=CN1C)C=1C=C(C=CC1)N1C(C2=CC(=CC(=C2C1)C(F)(F)F)[C@@H](C)NC1(CCC1)C)=O